C(C)OC1=CC=C(C=C1)C1=CC=CN2C1=NS(CC2)(=O)=O 9-(4-ethoxyphenyl)-3,4-dihydropyrido[2,1-c][1,2,4]thiadiazine 2,2-dioxide